C(C)OC(C(C[C@@H](C[C@@H](C=O)O[Si](C1=CC=CC=C1)(C1=CC=CC=C1)C(C)(C)C)O[Si](C1=CC=CC=C1)(C1=CC=CC=C1)C(C)(C)C)=O)=O (4R,6S)-4,6-bis(t-butyldiphenylsiloxy)-2,7-dioxoheptanoic acid ethyl ester